CC=1CC(OC(C1)C)C(C)C1=CC=CC=C1 (+-)-4,6-dimethyl-2-(1-phenylethyl)-3,6-dihydro-2H-pyran